FC(C=1C=C(C=CC1F)N1C=C(C=2[C@@H](C(CCC12)(F)F)O)S(=O)(=O)C(C#N)C)F 2-(((S)-1-(3-(difluoromethyl)-4-fluorophenyl)-5,5-difluoro-4-hydroxyl-4,5,6,7-tetrahydro-1H-indol-3-yl)sulfonyl)propanenitrile